C(C)(C)(C)OC(=O)N1C(CCC(=CC1)C=1C(=C(C=C2CCCOC12)NC1=NC(=CC(=N1)C)NC)F)C tert-butyl-5-[7-fluoro-6-[[4-methyl-6-(methylamino)pyrimidin-2-yl]amino]chroman-8-yl]-2-methyl-2,3,4,7-tetrahydroazepine-1-carboxylate